N1(CCC1)C=1C(=CC2=C(N=C(N=C2)C)N1)C(=O)N(C)C 7-(azetidin-1-yl)-N,N,2-trimethylpyrido[2,3-d]pyrimidine-6-carboxamid